ClC1=CC=C(OCC(ON=C(CCC)C=2C(CC(CC2O)CC(C)SCC)=O)C)C=C1 {1-[2-(4-chloro-phenoxy)-1-methyl-ethoxyimino]-butyl}-5-(2-ethylsulfanyl-propyl)-3-hydroxy-cyclohex-2-enone